diacetyl-2,5-dimethyl-p-phenylenediamine C(C)(=O)NC1=C(C=C(C(=C1)C)NC(C)=O)C